2-n-pentyl-1,4-butanediol C(CCCC)C(CO)CCO